(E)-4-(3-ethoxy-3-oxoprop-1-en-1-yl)benzoic acid C(C)OC(/C=C/C1=CC=C(C(=O)O)C=C1)=O